N1=C(C=CC2=CC=CC=C12)COC1=CC=C(CCN2CCC(CC2)=C2C=3N(CCC4=C2C=CC=C4)C(=CN3)C(=O)OC)C=C1 methyl 11-(1-(4-(quinolin-2-ylmethoxy)phenethyl)piperidin-4-ylidene)-6,11-dihydro-5H-benzo[d]imidazo[1,2-a]azepine-3-carboxylate